C(C)(C)(C)OC(=O)N1CC2(C1)CC(C2)OC2=C(C=CC=C2)C2=CC(=NO2)N.FC(C(CI)(F)F)(OC(=C(F)F)F)F 1,1,2,2-tetrafluoro-3-iodo-1-((1,2,2-trifluorovinyl)oxy)propane tert-butyl-6-(2-(3-aminoisoxazol-5-yl)phenoxy)-2-azaspiro[3.3]heptane-2-carboxylate